C(CC)N1C(NC2=CC(=CC=C2C1=O)C=1C=C(C(=O)NC=2C=CC(=NC2)C(=O)NC)C=CC1)=O 5-(3-(3-propyl-2,4-dioxo-1,2,3,4-tetrahydroquinazolin-7-yl)benzamido)-N-methylpicolinamide